CN1N=CC(=C1)C1=CN2C(S1)=C(C=N2)C(=O)NC=2SC(=CC2C)C(NCC(C)(N2CCCC2)C)=O 2-(1-methyl-1H-pyrazol-4-yl)-N-(3-methyl-5-((2-methyl-2-(pyrrolidin-1-yl)propyl)carbamoyl)thiophen-2-yl)pyrazolo[5,1-b]thiazole-7-carboxamide